C(C=C)O[C@@H]1C[C@H](N(CC1)C(=O)OC(C)(C)C)C1=CC=C(C2=CC=C(C=C12)OCCCC=C)C(=O)OC tert-butyl (2S,4S)-4-(allyloxy)-2-(4-(methoxycarbonyl)-7-(pent-4-en-1-yloxy)naphthalen-1-yl)piperidine-1-carboxylate